CC1(N(CC(N(C1)C1=CC2=C(NC(O2)=O)C=C1)=O)C(=O)OC(C)(C)C)C tert-Butyl 2,2-dimethyl-5-oxo-4-(2-oxo-3H-1,3-benzoxazol-6-yl)piperazine-1-carboxylate